C(CCC)C1N(S(C2=C(N(C1)C1=CC=C(C=C1)F)C=C(C(=C2)O\C=C(\C(=O)O)/F)SCC)(=O)=O)C (Z)-3-((3-butyl-7-(ethylthio)-5-(4-fluorophenyl)-2-methyl-1,1-dioxido-2,3,4,5-tetrahydro-1,2,5-benzothiadiazepin-8-yl)oxy)-2-fluoroacrylic acid